trans-cyclohexyl-biphenylboronic acid C1(CCCCC1)C1=C(C(=CC=C1)C1=CC=CC=C1)B(O)O